CNC1=CC=CC(=N1)CCC(=O)O 3-(6-(methylamino)pyridin-2-yl)propionic acid